[(E)-1-methyl-2-(3-methylbut-2-enoxy)vinyl]benzene C/C(=C\OCC=C(C)C)/C1=CC=CC=C1